Ethyl 2-(2,6-dimethyl-4-((2-oxo-3-(p-tolyl)-2,3-dihydro-1H-imidazol-1-yl) methyl) phenoxy)-2-methylpropionate CC1=C(OC(C(=O)OCC)(C)C)C(=CC(=C1)CN1C(N(C=C1)C1=CC=C(C=C1)C)=O)C